O=C1N(CC2=CC(=CC=C12)N1CC2(C1)CCN(CC2)CC2CCNCC2)C2C(NC(CC2)=O)=O 3-[1-oxo-5-[7-(piperidin-4-ylmethyl)-2,7-diazaspiro[3.5]nonan-2-yl]-3H-isoindol-2-yl]piperidine-2,6-dione